(S)-2-(2-methyl-4-pyridyl)-1-[7-(3-methyl-1H-pyrrolo[2,3-b]pyridine-5-yl)-5-pyrrolidin-2-yl-3,4-dihydro-1H-isoquinolin-2-yl]ethanone CC1=NC=CC(=C1)CC(=O)N1CC2=CC(=CC(=C2CC1)[C@H]1NCCC1)C=1C=C2C(=NC1)NC=C2C